N,N-diallyl-1-phenylethylamine C(C=C)N(CC=C)C(C)C1=CC=CC=C1